sodium thioglycolate propanesulfonate C(CC)S(=O)(=O)[O-].C(CS)(=O)O.[Na+]